4-(3-fluoro-5-piperazin-1-yl-phenyl)spiro[1H-pyrrolo[2,3-b]pyridine-3,1-cyclobutane]-2-one FC=1C=C(C=C(C1)N1CCNCC1)C1=C2C(=NC=C1)NC(C21CCC1)=O